ClC1=CC=C(C=C1)N1C=2N(CC(C1)CNC(C=C)=O)N=CC2 N-((4-(4-chlorophenyl)-4,5,6,7-tetrahydropyrazolo[1,5-a]pyrimidin-6-yl)methyl)acrylamide